FC=1C=C(OC2=CC(=C(C=C2)NC(OCC=2C(=C3C(N(CC3=CC2)C2C(NC(CC2)=O)=O)=O)OC2CCOCC2)=O)F)C=CC1F [2-(2,6-dioxopiperidin-3-yl)-4-(oxan-4-yloxy)-3-oxo-2,3-dihydro-1H-isoindol-5-yl]methyl N-[4-(3,4-difluorophenoxy)-2-fluorophenyl]carbamate